3-(2,3-difluorophenyl)-5-(4-(4-methylpiperazin-1-yl)phenyl)-1H-pyrazolo[3,4-b]pyridine FC1=C(C=CC=C1F)C1=NNC2=NC=C(C=C21)C2=CC=C(C=C2)N2CCN(CC2)C